4-chloro-3-nitroacetophenone CC(=O)C1=CC(=C(C=C1)Cl)[N+](=O)[O-]